(3-cyclohexylimidazo[1,2-a]pyridin-6-yl)(methyl)carbamic acid tert-butyl ester C(C)(C)(C)OC(N(C)C=1C=CC=2N(C1)C(=CN2)C2CCCCC2)=O